FC1=C(C(=CC(=C1)[N+](=O)[O-])F)N1CCC(CC1)CN1CCC2(CC(C2)CNC(OC(C)(C)C)=O)CC1 tert-butyl ((7-((1-(2,6-difluoro-4-nitrophenyl)piperidin-4-yl)methyl)-7-azaspiro[3.5]nonan-2-yl) methyl)carbamate